C(C=C)(=O)O.C(C=C)(=O)O.C(C=C)(=O)O.C(=O)(O)C(C(C(=O)O)=C)(C(=O)O)C(=O)O tricarboxymethacrylic acid triacrylate